2'-chloro-N-(5-((4,4-difluorotetrahydrofuran-3-yl)oxy)-1,3,4-thiadiazol-2-yl)-5'-methoxy-6-methyl-(4,4'-bipyridine)-3-carboxamide ClC1=NC=C(C(=C1)C1=C(C=NC(=C1)C)C(=O)NC=1SC(=NN1)OC1COCC1(F)F)OC